FC1=C(C=CC=C1)[C@@H]1CCC=2N1N=C(N2)C(=O)O (5S)-5-(2-fluorophenyl)-6,7-dihydro-5H-pyrrolo[1,2-b][1,2,4]Triazole-2-carboxylic acid